O1C(=CC=C1)C=1C=C2C=C(NC2=CC1)C1=C(C(OC1CCCCC)=C=O)C(=O)NOC 4-(5-(furan-2-yl)-1H-indol-2-yl)-N-methoxy-2-carbonyl-5-pentyl-2,5-dihydrofuran-3-carboxamide